n-undecanol-glucose O=C[C@H](O)[C@@H](O)[C@H](O)[C@H](O)CO.C(CCCCCCCCCC)O